N1C=CC2=C(C=CC=C12)B(O)O indole-4-yl-boronic acid